ClC=1N=CC=C2C=C(C=NC12)C=O 8-chloro-1,7-naphthyridine-3-carbaldehyde